C(C1=CC=CC=C1)OC(C=C)=O.C(C=C)(=O)O acrylic acid benzyl-acrylate